(3R,4S)-3-cyclopropyl-4-methyl-1-[6-[1-(oxetan-3-yl)pyrazol-4-yl]-[1,3]thiazolo[5,4-c]pyridin-4-yl]-2-oxopyrrolidine-3-carbonitrile C1(CC1)[C@]1(C(N(C[C@H]1C)C1=NC(=CC2=C1SC=N2)C=2C=NN(C2)C2COC2)=O)C#N